5-chloro-2-[(4'-methyl-[1,1'-biphenyl]-2-yl)oxy]-pyrimidine ClC=1C=NC(=NC1)OC1=C(C=CC=C1)C1=CC=C(C=C1)C